S(=O)(=O)([O-])OOS(=O)(=O)[O-].S(=O)(=O)([O-])OOS(=O)(=O)[O-].[Na+].[Na+].[Na+].[Na+] Natrium dipersulfate